C(C1=CC=CC=C1)C=1C(=CNC1)S(=O)(=O)NC1=NC(=C(C(=N1)OC)CC(F)F)OC 4-benzyl-N-[5-(2,2-difluoroethyl)-4,6-dimethoxy-pyrimidin-2-yl]-1H-pyrrole-3-sulfonamide